(7RS)-5-(tert-butoxycarbonyl)-2-(4-fluorophenyl)-3-(pyridin-4-yl)-4,5,6,7-tetrahydropyrazolo[1,5-a]pyrazine-7-carboxylic acid C(C)(C)(C)OC(=O)N1CC=2N([C@H](C1)C(=O)O)N=C(C2C2=CC=NC=C2)C2=CC=C(C=C2)F |r|